FC1=C(C=C2C=CN(C(C2=C1F)=O)C\C=C\[C@H](C)NC=1C=NNC(C1C(F)(F)F)=O)C1=NC=C(C=N1)C(F)(F)F (S,E)-7,8-difluoro-2-(4-((6-oxo-5-(trifluoromethyl)-1,6-dihydropyridazin-4-yl)amino)pent-2-en-1-yl)-6-(5-(trifluoromethyl)pyrimidin-2-yl)isoquinolin-1(2H)-one